5-(4-(((1r,4r)-4-aminocyclohexyl)methyl)piperazin-1-yl)-2-(2,6-dioxopiperidin-3-yl)-6-fluoroisoindoline-1,3-dione hydrochloride Cl.NC1CCC(CC1)CN1CCN(CC1)C=1C=C2C(N(C(C2=CC1F)=O)C1C(NC(CC1)=O)=O)=O